NC1=C(C=C(C(=O)[O-])C=C1)OC 4-amino-3-methoxybenzoate